F[B-](F)(F)F.O=C1N(C=CC=C1)OC(=[N+](C)C)N(C)C 2-(2-oxo-1-(2H)-pyridyl)-1,1,3,3-tetramethyl-uronium tetrafluoroborate